7-(4-bromophenyl)-2,7-diazaspiro[3.5]nonane-2-carboxylic acid tert-butyl ester C(C)(C)(C)OC(=O)N1CC2(C1)CCN(CC2)C2=CC=C(C=C2)Br